3-(4-((2-(4-methylpiperazin-1-yl)-3,4-dioxocyclobut-1-en-1-yl)amino)phenyl)-5-(pyridin-2-ylamino)-1H-pyrazole-4-carboxamide CN1CCN(CC1)C1=C(C(C1=O)=O)NC1=CC=C(C=C1)C1=NNC(=C1C(=O)N)NC1=NC=CC=C1